tert-butyl (E)-4-(4-(3-amino-2-((4-((2-amino-6-methoxy-4-(methoxycarbonyl)phenyl)amino)but-2-en-1-yl)amino)-5-carbamoylphenoxy)but-2-yn-1-yl)piperidine-1-carboxylate NC=1C(=C(OCC#CCC2CCN(CC2)C(=O)OC(C)(C)C)C=C(C1)C(N)=O)NC\C=C\CNC1=C(C=C(C=C1OC)C(=O)OC)N